COC(=O)C1=CC2=C(N=C(S2)N2[C@@H]3C[C@H]([C@H](C2)C3)OC(=O)C=3C(=NOC3C3CC3)C32CCC(CC3)CC2)C(=C1)F methyl-2-[(1S,4S,5R)-5-[(3-[bicyclo[2.2.2]octan-1-yl]-5-cyclopropyl-1,2-oxazol-4-yl)carbonyloxy]-2-azabicyclo[2.2.1]heptan-2-yl]-4-fluoro-1,3-benzothiazole-6-carboxylate